(S)-4-(7-fluoro-1-(1-(pyridin-3-yl)ethyl)-benzoimidazol-2-yl)-1,2,5-oxadiazol-3-amine FC1=CC=CC2=C1N(C(=N2)C=2C(=NON2)N)[C@@H](C)C=2C=NC=CC2